(1R,3R,5S)-N-{6-[6-isopropoxy-5-(1H-pyrazol-4-yl)pyridin-2-yl]pyridazin-3-yl}-N-methyl-8-azabicyclo[3.2.1]octan-3-amine C(C)(C)OC1=C(C=CC(=N1)C1=CC=C(N=N1)N(C1C[C@H]2CC[C@@H](C1)N2)C)C=2C=NNC2